NCC[C@H]1CN(C[C@H](C1(F)F)C)C1=NC=C(C(=N1)NC=1C=C2C=C(C(N(C2=CC1)C)=O)OCC(=O)NC)Cl 2-((6-((2-((3S,5R)-3-(2-Aminoethyl)-4,4-difluoro-5-methylpiperidin-1-yl)-5-chloropyrimidin-4-yl)amino)-1-methyl-2-oxo-1,2-dihydroquinolin-3-yl)oxy)-N-methylacetamide